1,2-diphenylphosphinoethane C1(=CC=CC=C1)PCCPC1=CC=CC=C1